C(CCCCCCCCCCCCC)C(OP(=O)([O-])O)(C[N+](C)(C)C)CCCCCCCCCCCCCC dimyristyl-phosphocholine